3-aminopiperidin-2,6-dione NC1C(NC(CC1)=O)=O